[C@H]12COC[C@H](CC1)N2[C@@H](C=O)C (R)-2-((1R,5S)-3-oxa-8-azabicyclo[3.2.1]octan-8-yl)propanal